[C@]12(OCC[C@@H](OC1)C2)C=2N=C1N(C=C(C(=N1)OC(C)C)I)C2 ((1R,5R)-2,6-dioxabicyclo[3.2.1]oct-1-yl)-6-iodo-7-isopropoxyimidazo[1,2-a]pyrimidine